tert-Butyl 3-(difluoromethyl)-5-fluorobenzyl(methyl)carbamate FC(C=1C=C(CN(C(OC(C)(C)C)=O)C)C=C(C1)F)F